C1(=CC=CC=C1)N1C(C(=C(C1=O)C1=CC=CC=C1)[SiH](C)C)=O diphenyldimethylsilylmaleimide